N,N'-dimethyl ethylenediamine dimethyl-2,2'-bipyridine-5,5'-dicarboxylate COC(=O)C=1C=CC(=NC1)C1=NC=C(C=C1)C(=O)OC.CNCCNC